N-(2-(4,4-difluorocyclohexyl)-4-(2,5-difluorophenyl)pyridin-3-yl)-5-fluoro-6-(2-hydroxypropan-2-yl)nicotinamide FC1(CCC(CC1)C1=NC=CC(=C1NC(C1=CN=C(C(=C1)F)C(C)(C)O)=O)C1=C(C=CC(=C1)F)F)F